tert-butyl (4-formylbenzoyl)-D-prolinate C(=O)C1=CC=C(C(=O)N2[C@H](CCC2)C(=O)OC(C)(C)C)C=C1